C(CCC)C(Cl)C1CO1 butyl-epichlorohydrin